N-(hexadecanoyl)-(S)-pyrrolidin-3-ol C(CCCCCCCCCCCCCCC)(=O)N1C[C@H](CC1)O